C(C)(C)(C)OC(=O)N1C2=C(OCC1)C(=CC=C2)Br 8-bromo-2H-benzo[b][1,4]oxazine-4(3H)-carboxylic acid tert-butyl ester